COC(CC1=CC=C(C=C1)NC=1N=CC2=C(N1)CN(CC2)C2=C(C1=C(OCCN1C(=O)OC(C)(C)C)N=C2)C)=O tert-butyl 7-(2-{[4-(2-methoxy-2-oxoethyl)phenyl]amino}-5H,6H,7H,8H-pyrido[3,4-d]pyrimidin-7-yl)-8-methyl-1H,2H,3H-pyrido[2,3-b][1,4]oxazine-1-carboxylate